FC=1C=C(C#N)C=CC1OCC1=C(C=CC(=C1)C1CNCC1)F 3-fluoro-4-((2-fluoro-5-(pyrrolidin-3-yl)benzyl)oxy)benzonitrile